Prop-2-en-1-ylglycinate hydrochloride Cl.C(C=C)NCC(=O)O